C1C(CC2=CC=CC=C12)OCC1=C(C=CC(=C1)NC1(CCC1)C(=O)O)C1=CC(=C(C(=C1)OC)C)OC 1-((2-(((2,3-dihydro-1H-inden-2-yl)oxy)methyl)-3',5'-dimethoxy-4'-methyl-[1,1'-biphenyl]-4-yl)amino)cyclobutane-1-carboxylic acid